BrC1=NC=C(C(=C1)C)F 2-Bromo-5-fluoro-4-methylpyridine